S1C(SC2=C1C=CC=C2)OC2SC1=C(S2)C=CC=C1 1,3-benzodithiolan-2-yl ether